C(#N)C[C@@H]1N(CCN(C1)C1=NC(=NC=2CNCCCC21)OC[C@H]2N(CCC2)C)C(=O)OCC2=CC=CC=C2 benzyl (2S)-2-(cyanomethyl)-4-[2-[[(2S)-1-methyl pyrrolidin-2-yl]methoxy]-6,7,8,9-tetrahydro-5H-pyrimido[4,5-c]azepin-4-yl]piperazine-1-carboxylate